FC=1C=C(C=C(C1F)F)C1=CC=C(C=C1)C=O 3',4',5'-trifluoro-[1,1'-biphenyl]-4-carbaldehyde